C(C1=CC(C(=O)O)=CC=C1)(=O)O.CC(CCO)CC(C)(C)C.CC(CCO)CC(C)(C)C di(3,5,5-trimethylhexanol) isophthalate